ClC[C@@H](COC1=CC=CC=C1)O (R)-1-chloro-3-phenoxy-2-propanol